tri(2-propylheptyl)cyclohexane C(CC)C(CC1C(CCCC1)(CC(CCCCC)CCC)CC(CCCCC)CCC)CCCCC